ClC1=C(C=CC=2N(C(OCC21)=O)C)B2OC(C(O2)(C)C)(C)C 5-chloro-1-methyl-6-(4,4,5,5-tetramethyl-1,3,2-dioxaborolan-2-yl)-1,4-dihydro-2H-benzo[d][1,3]oxazin-2-one